ethyl 2-(3-(4-(6-chloropyridazin-4-yl) phenyl) isoxazol-5-yl)-3-methylbutanoate ClC1=CC(=CN=N1)C1=CC=C(C=C1)C1=NOC(=C1)C(C(=O)OCC)C(C)C